myristylstearyl ketone C(CCCCCCCCCCCCC)C(=O)CCCCCCCCCCCCCCCCCC